C(C)(C)(C)OC(N(C(CC(C(C)C)=O)=O)OC(=O)OC(C)(C)C)=O (tert-Butoxycarbonyl)oxy(4-methyl-3-oxopentanoyl)carbamic acid tert-butyl ester